4-(5,5-dimethyl-1,3,2-dioxaborinan-2-yl)-2-nitro-6-(trifluoromethyl)aniline CC1(COB(OC1)C1=CC(=C(N)C(=C1)C(F)(F)F)[N+](=O)[O-])C